C(C)(C)(C)OC(NCC1=CC(=CC(=C1)C=1C=NN(C1)C1=CC=C(C=C1)F)F)=O (3-Fluoro-5-(1-(4-fluorophenyl)-1H-pyrazol-4-yl)benzyl)carbamic acid tert-butyl ester